ClC1=CC(=C2C=CN(C2=C1)C1CCN(CC1)C(=O)OCC1=CC=CC=C1)N1C(NC(CC1)=O)=O Benzyl 4-(6-chloro-4-(2,4-dioxotetrahydropyrimidin-1(2H)-yl)-1H-indol-1-yl)piperidine-1-carboxylate